O(C1=CC=CC=C1)CC=1C(=CC=CC1)COC1=CC=CC=C1 α,α'-diphenoxyxylene